ClC1=CC=C(OCC(=O)N[C@@H]2CC[C@H](OC2)C(=O)N(C)CC2=CC=C(C=C2)Cl)C=C1 (2S,5R)-5-[[2-(4-chlorophenoxy)acetyl]amino]-N-[(4-chlorophenyl)methyl]-N-methyl-tetrahydropyran-2-carboxamide